2,2'-((2-(((1S,2R)-2-(bis(carboxymethyl)amino)cyclohexyl)(carboxymethyl)amino)ethyl)azanediyl)diacetic acid C(=O)(O)CN([C@H]1[C@H](CCCC1)N(CCN(CC(=O)O)CC(=O)O)CC(=O)O)CC(=O)O